NC=1C=C(C=C(C1)Cl)CCCNC(OC(C)(C)C)=O tert-butyl N-[3-(3-amino-5-chloro-phenyl)propyl]carbamate